tert-butyl 6-(ethylsulfonyl)-1-((4-(perfluoropropane-2-yl) phenyl) carbamoyl)-3,4-dihydroisoquinoline-2(1H)-carboxylate C(C)S(=O)(=O)C=1C=C2CCN(C(C2=CC1)C(NC1=CC=C(C=C1)C(C(F)(F)F)(C(F)(F)F)F)=O)C(=O)OC(C)(C)C